FC=1C(=CC=2C3=C(NC(C2C1)=O)COC[C@H]3N(C(=O)C3=CN1C=C(C=C1C=C3)C)C)F (S)-N-(8,9-difluoro-6-oxo-1,4,5,6-tetrahydro-2H-pyrano[3,4-c]isoquinolin-1-yl)-N,2-dimethylindolizine-6-carboxamide